terpinenol CC1=CC(C(CC1)C(C)C)O